C(C1=CC=CC=C1)N/C=C/C(=O)C1=CC=CC=C1 (E)-3-(benzylamino)-1-phenylpropan-2-en-1-one